[N+](=O)([O-])C1=C(C(=O)[O-])C=CC(=C1)C(=O)[O-].[Na+].[Na+] disodium 2-nitroterephthalate